ClC1=C(C(=CC=C1)Cl)C1=NOC(=C1CO[C@H]1[C@@H]2CN([C@H](C1)C2)C2=C(C=C(C(=O)OC(C)(C)C)C=C2)F)C2(CC2)F tert-butyl 4-[(1S,4S,5R)-5-[[3-(2,6-dichlorophenyl)-5-(1-fluorocyclopropyl)-1,2-oxazol-4-yl]methoxy]-2-azabicyclo[2.2.1]heptan-2-yl]-3-fluorobenzoate